2-(t-Butoxycarbonylamino)butanoic acid C(C)(C)(C)OC(=O)NC(C(=O)O)CC